5-(2-Cyclopropylpyridin-3-yl)-7-(trifluoromethyl)oxazolo[4,5-c][1,8]naphthyridin-4(5H)-one C1(CC1)C1=NC=CC=C1N1C(C2=C(C=3C=CC(=NC13)C(F)(F)F)OC=N2)=O